C(C)NC(=O)C=1C=CC=NC1 5-(ethylcarbamoyl)pyridine